N-(4,4-difluorocyclohexyl)-5-(quinoxalin-6-yl)-7H-pyrrolo[2,3-d]pyrimidin-2-amine FC1(CCC(CC1)NC=1N=CC2=C(N1)NC=C2C=2C=C1N=CC=NC1=CC2)F